(S)-2-((2-fluoro-2-methylpropyl)amino)-N-(1-(4-(4-isopropyl-5-(8-methyl-[1,2,4]triazolo[1,5-a]pyridin-6-yl)-1H-pyrazol-3-yl)phenyl)ethyl)-N-methylacetamide FC(CNCC(=O)N(C)[C@@H](C)C1=CC=C(C=C1)C1=NNC(=C1C(C)C)C=1C=C(C=2N(C1)N=CN2)C)(C)C